C(C)(C)(C)OC(CN1C(C2=CC(=CC=C2C1)C1=NC(=NC=C1Br)NC1CCOCC1)=O)=O 2-(6-{5-bromo-2-[(oxacyclohex-4-yl)amino]pyrimidin-4-yl}-1-oxo-2,3-dihydro-1H-isoindol-2-yl)acetic acid tert-butyl ester